C(C)(C)C1=NC2=C(N1)C=CC=C2C2=CC(=CC=C2)S(=O)(=O)N2CCCC2 2-isopropyl-4-(3-(pyrrolidin-1-ylsulfonyl)phenyl)-1H-benzo[d]imidazole